3,5-dibromo-1-[(4-methoxyphenyl)methyl]pyrazin-2-one BrC=1C(N(C=C(N1)Br)CC1=CC=C(C=C1)OC)=O